N-[4-[4-[[2-(4-chlorophenyl)-4,4-dimethylcyclohexen-1-yl]methyl]piperazin-1-yl]phenyl]sulfonyl-5-fluoro-6-(1H-indazol-5-yl)pyridine-2-carboxamide ClC1=CC=C(C=C1)C1=C(CCC(C1)(C)C)CN1CCN(CC1)C1=CC=C(C=C1)S(=O)(=O)NC(=O)C1=NC(=C(C=C1)F)C=1C=C2C=NNC2=CC1